(S)-2-chloro-4-methoxy-5-(1-((1-methyl-azetidin-2-yl)methyl)-1H-pyrazol-4-yl)pyridine ClC1=NC=C(C(=C1)OC)C=1C=NN(C1)C[C@H]1N(CC1)C